1-[4-(8-[(5-chloro-6-fluoro-1H-indazol-4-yl)oxy]-2-{[(2S,4R)-4-methoxy-1-methylpyrrolidin-2-yl]methoxy}pyrido[3,4-d]pyrimidin-4-yl)piperazin-1-yl]prop-2-en-1-one ClC=1C(=C2C=NNC2=CC1F)OC1=NC=CC2=C1N=C(N=C2N2CCN(CC2)C(C=C)=O)OC[C@H]2N(C[C@@H](C2)OC)C